1-(2,4-Dihydroxyphenyl)-3-[4-hydroxy-3-[(2S,3R,4S,5S,6R)-3,4,5-trihydroxy-6-(hydroxymethyl)oxan-2-yl]oxyphenyl]prop-2-en-1-one OC1=C(C=CC(=C1)O)C(C=CC1=CC(=C(C=C1)O)O[C@@H]1O[C@@H]([C@H]([C@@H]([C@H]1O)O)O)CO)=O